C(NC1=C(C=CC=C1C)C)NC1=C(C=CC=C1C)C methylenebis(2,6-dimethylaniline)